C1CCN2CCCC12CO tetrahydro-1H-pyrrolizin-7a(5H)-ylmethanol